tert-butyl 6-(benzyloxy)-8-fluoro-7-(1,1,4-trioxo-1λ6,2,5-thiadiazolidin-2-yl)-3,4-dihydroisoquinoline-2(1H)-carboxylate C(C1=CC=CC=C1)OC=1C=C2CCN(CC2=C(C1N1S(NC(C1)=O)(=O)=O)F)C(=O)OC(C)(C)C